N-(5-(3,5-difluorobenzyl)-1H-indol-3-yl)-4-(4-(2,2,2-trifluoroacetyl)piperazin-1-yl)benzamide FC=1C=C(CC=2C=C3C(=CNC3=CC2)NC(C2=CC=C(C=C2)N2CCN(CC2)C(C(F)(F)F)=O)=O)C=C(C1)F